4-benzyloxy-N-(3,3-difluorocyclobutyl)-2-(3-methylbut-1-ynyl)aniline C(C1=CC=CC=C1)OC1=CC(=C(NC2CC(C2)(F)F)C=C1)C#CC(C)C